8-methyl-2-(methylsulfanyl)-6H-pyrido[2,3-d]pyrimidine-5,7-dione CN1C(CC(C2=C1N=C(N=C2)SC)=O)=O